6-[(2S)-2-aminopropyl]-2-chloro-5-fluoro-N-[(1,3-thiazol-2-yl)methyl]-7H-pyrrolo[2,3-d]pyrimidin-4-amine N[C@H](CC1=C(C2=C(N=C(N=C2NCC=2SC=CN2)Cl)N1)F)C